C(C1CO1)OCCC[Si](OC)(OC)OC (glycidyl-oxypropyl)trimethoxysilane